ClC=1C(=C2C(=C3C=CC(=NC13)OCC1(N(CC1OC)C)C)COC2)C2=CC=C(C1=C2C(=C(S1)NC(OC(C)(C)C)=O)C#N)F tert-Butyl N-[4-[5-chloro-7-[(3-methoxy-1,2-dimethyl-azetidin-2-yl)methoxy]-1,3-dihydrofuro[3,4-f]quinolin-4-yl]-3-cyano-7-fluoro-benzothiophen-2-yl]carbamate